dicyclohexyl(2,4,6-triisopropyl-[1,1':3',1''-terphenyl]-2-yl)phosphane C1(CCCCC1)P(C1(C(=C(C=C(C1)C(C)C)C(C)C)C1=CC(=CC=C1)C1=CC=CC=C1)C(C)C)C1CCCCC1